2-(6-{5-chloro-2-[(oxacyclohex-4-yl)amino]pyrimidin-4-yl}-1-oxo-2,3-dihydro-1H-isoindol-2-yl)-N-(cyclohexylmethyl)acetamide ClC=1C(=NC(=NC1)NC1CCOCC1)C1=CC=C2CN(C(C2=C1)=O)CC(=O)NCC1CCCCC1